NC=1N=C(SC1C(C1=CC=C(C=C1)OCC(NCC1=CC=C(C=C1)C)=O)=O)N(C1=CC=C(C=C1)F)C(C(=O)N)C (N-[4-Amino-5-[4-[2-oxo-2-(p-tolylmethylamino)ethoxy]benzoyl]thiazol-2-yl]-4-fluoroanilino)propanamid